P(OC(C(CCCC)CC)C1=CC=CC=C1)([O-])[O-] phenylmono(2-ethylhexyl) phosphite